FC1=C(C=CC=C1C1CCN(CC1)C)O 2-fluoro-3-(1-methyl-4-piperidyl)phenol